(R)-4-((3-(methylamino)piperidin-1-yl)methyl)-N-(4-(4-morpholino-7H-pyrrolo[2,3-d]pyrimidin-6-yl)phenyl)picolinamide CN[C@H]1CN(CCC1)CC1=CC(=NC=C1)C(=O)NC1=CC=C(C=C1)C1=CC2=C(N=CN=C2N2CCOCC2)N1